1-((3aS,4R,6aR)-4-(4-Chloro-7H-pyrrolo[2,3-d]pyrimidin-7-yl)-2,2-dimethyl-3a,6a-dihydro-4H-cyclopenta[d][1,3]dioxol-6-yl)ethan-1-ol ClC=1C2=C(N=CN1)N(C=C2)[C@@H]2C=C([C@H]1OC(O[C@H]12)(C)C)C(C)O